4-Chloro-6-ethyl-7-(2-fluorophenyl)-1-(2-isopropylphenyl)pteridin-2(1H)-one ClC1=NC(N(C2=NC(=C(N=C12)CC)C1=C(C=CC=C1)F)C1=C(C=CC=C1)C(C)C)=O